4-(4-(2,2-dimethylpropyl-1,1-d2)Phenyl)-pyridine CC(C([2H])([2H])C1=CC=C(C=C1)C1=CC=NC=C1)(C)C